F[C@H]1CN(CC[C@H]1NC1=C2C=C(N(C2=CC=C1)CC(F)(F)F)C1=NOC(=N1)CNC(C1=CC(=CC=C1)N1CCOCC1)=O)C N-{[3-(4-{[(3S,4R)-3-fluoro-1-methylpiperidin-4-yl]amino}-1-(2,2,2-trifluoroethyl)-1H-indol-2-yl)-1,2,4-oxadiazol-5-yl]methyl}-3-(morpholin-4-yl)benzamide